[Si](C1=CC=CC=C1)(C1=CC=CC=C1)(C(C)(C)C)OCC1(CC1)N 1-((tert-butyldiphenylsilyl)oxy)methylcyclopropane-1-amine